C1(=CC=CC=C1)\N=C\C=C\NC1=CC=CC=C1 N-[(1E,3E)-3-(phenylimino)prop-1-en-1-yl]aniline